O[C@@]1([C@@H](CC[C@H](C1)C)C(C)C)C(=O)NCC(C(=O)OCC(C)(C)NC(=O)OC(C)(C)C)C1=CC=CC=C1 2-((tert-butoxycarbonyl)amino)-2-methylpropyl 3-((1S,2S,5R)-1-hydroxy-2-isopropyl-5-methylcyclohexane-1-carboxamido)-2-phenylpropanoate